C1(=CC=CC=C1)N(C(O)=O)C1=CC(=C(C(=C1)CC1COC(OC1)C)C)Cl.FC1=CC=C(COC2=CC(=C(C=CN3CCCC3)C=C2)[N+](=O)[O-])C=C1 1-(4-(4-fluorobenzyloxy)-2-nitrostyryl)pyrrolidine phenyl-(3-chloro-4-methyl-5-((2-methyl-1,3-dioxan-5-yl)methyl)phenyl)carbamate